ClC1=C(C=CC=C1Cl)[C@@H]1N(OCC1)C1=CC(=NC=N1)NC=1C(=CC(=C(C1)NC(C=C)=O)N1[C@@H]2CN([C@H](C1)C2)CC)OC N-(5-((6-((R)-3-(2,3-dichlorophenyl)isoxazolidine-2-yl)pyrimidine-4-yl)amino)-2-((1S,4S)-5-ethyl-2,5-diazabicyclo[2.2.1]hept-ane-2-yl)-4-methoxyphenyl)acrylamide